Cl.Cl.FC=1C=C(C=CC1)NC1=C2C(=NC=3N1N=CC3)C3(NC2)CCCC3 N-(3-fluorophenyl)-6',7'-dihydrospiro[cyclopentane-1,5'-pyrazolo[1,5-a]pyrrolo[3,4-d]pyrimidine]-8'-amine dihydrochloride